OCCN1C2=C([C@H]([C@H](C1=O)NC(C1=CC(=CC=C1)C(F)(F)F)=O)C1=CC(=CC=C1)NC(C(=C)CN1CCOCC1)=O)C(=NN2C2=CC=CC=C2)C |r| rac-N-((4R,5R)-7-(2-hydroxyethyl)-3-methyl-4-(3-(2-(morpholinomethyl)acrylamido)phenyl)-6-oxo-1-phenyl-4,5,6,7-tetrahydro-1H-pyrazolo[3,4-b]pyridin-5-yl)-3-(trifluoromethyl)benzamide